BrC=1C=CC(=C(C1)CN(C)C)N1CCOCC1 1-(5-bromo-2-morpholinophenyl)-N,N-dimethylmethylamine